7-bromo-2,4-dichloro-1,5-naphthyridine BrC1=CN=C2C(=CC(=NC2=C1)Cl)Cl